C(C1=CC=CC=C1)OC=1C(=NC=CC1)NN 3-(benzyloxy)-2-hydrazinopyridine